2-(chloromethyl)-3-(difluoromethyl)pyridine ClCC1=NC=CC=C1C(F)F